NCC(C1=CC=CC=C1)NC(=O)C1=CN(C=C1)C1=CC(=NC=C1)NC1=CC=C(C=C1)F N-(2-amino-1-phenylethyl)-1-(2-((4-fluorophenyl)amino)pyridin-4-yl)-1H-pyrrole-3-carboxamide